propyl-Piperidine C(CC)N1CCCCC1